COC1C(OC)(OC)O1 trimethoxy ethylene oxide